6-[1-(2-fluoro-6-methyl-phenyl)-piperidin-4-yl]-2-isopropenyl-4-(2-trifluoromethyl-benzyl)-2,4,6,7-tetrahydro-pyrazolo[4,3-d]pyrimidin-5-one FC1=C(C(=CC=C1)C)N1CCC(CC1)N1C(N(C=2C(C1)=NN(C2)C(=C)C)CC2=C(C=CC=C2)C(F)(F)F)=O